Cl.C(CC=C)N[C@H](C(=O)N(CC(=O)OC(C)(C)C)C)CC1=CC=C(C=C1)C(F)(F)F tert-Butyl (S)-N-(2-(but-3-en-1-ylamino)-3-(4-(trifluoromethyl)phenyl)propanoyl)-N-methylglycinate hydrochloride